5-(1,1-dimethylethyl)-4-hydroxybenzenepropanoic acid, octyl ester CC(C)(C)C=1C(=CC=C(C1)CCC(=O)OCCCCCCCC)O